Cl.C(C)(=O)[C@]1(C[C@@H](C=2C(=C3C(C=4C=CC=CC4C(C3=C(C2C1)O)=O)=O)O)O[C@H]1C[C@@H]([C@H](O)[C@@H](O1)C)N)O (7S,9S)-9-Acetyl-7-[(3-amino-2,3,6-trideoxy-alpha-L-lyxohexopyranosyl)oxy]-7,8,9,10-tetrahydro-6,9,11-trihydroxy-5,12-naphthacenedione hydrochloride